OC=1C=C(C=CC1O)C(C(=O)N)CC 2-(3,4-dihydroxyphenyl)butyramide